ClCCCC1(N(CC=2N(N=CC21)C)C(=O)OC(C)(C)C)C(=O)OC 5-(tert-butyl) 4-methyl 4-(3-chloropropyl)-1-methyl-4,6-dihydropyrrolo[3,4-c]pyrazole-4,5(1H)-dicarboxylate